F[C@]1(C[C@H](NC1=O)COC1=CC=NC2=CC(=C(C=C12)OC(C)C)C(=O)N)C 4-{[(2s,4s)-4-fluoro-4-methyl-5-oxopyrrolidin-2-yl]methoxy}-6-(prop-2-yloxy)quinoline-7-carboxamide